ClC1=C(C(=CC=C1)Cl)C=1N=C2C=3C=C(C=NC3C=CN2C1C(=O)N)C1=CC=C(C=C1)N1CCN(CC1)C(CO)=O 2-(2,6-Dichlorophenyl)-9-(4-(4-(2-hydroxyacetyl)piperazin-1-yl)phenyl)imidazo[2,1-f][1,6]naphthyridine-3-carboxamide